N1=C(C=NC=C1)[C@H](C)NC(=O)C1=CC2=CC=CC(=C2C=C1)OC1=CC=C(C=C1)C(F)(F)F (S)-N-(1-(pyrazin-2-yl)ethyl)-5-(4-(trifluoromethyl)phenoxy)-2-naphthamide